2,5-bis(n-octyloxycarbonylthio)-1,3,4-thiadiazole C(CCCCCCC)OC(=O)SC=1SC(=NN1)SC(=O)OCCCCCCCC